C(CCCCCCCCCCCCCCCCC)OB(O)O n-octadecyl-boric acid